BrC=1C=NN(C1[N+](=O)[O-])C1CCN(CC1)C(=O)OC(C)(C)C tertbutyl 4-(4-bromo-5-nitro-pyrazol-1-yl)piperidine-1-carboxylate